2',2'''-(propane-1,3-diylbis(oxy))bis(3-(2,7-di-tert-butyl-9H-carbazol-9-yl)-5'-fluoro-3'-methyl-5-(2,4,4-trimethylpentan-2-yl)-[1,1'-biphenyl]-2-ol) C(CCOC1=C(C=C(C=C1C)F)C=1C(=C(C=C(C1)C(C)(CC(C)(C)C)C)N1C2=CC(=CC=C2C=2C=CC(=CC12)C(C)(C)C)C(C)(C)C)O)OC1=C(C=C(C=C1C)F)C=1C(=C(C=C(C1)C(C)(CC(C)(C)C)C)N1C2=CC(=CC=C2C=2C=CC(=CC12)C(C)(C)C)C(C)(C)C)O